Imidazolesulfonyl azide N1C(=NC=C1)S(=O)(=O)N=[N+]=[N-]